C1=C(C=CC2=CC=CC=C12)S(=O)(=O)N1CCC2(C[C@@H](CO2)N)CC1 (S)-8-(naphthalen-2-ylsulfonyl)-1-oxa-8-azaspiro[4.5]Decan-3-amine